benzyl 4-(2-((2-(methoxycarbonyl)phenyl)amino)-2-oxoethyl)piperidine-1-carboxylate COC(=O)C1=C(C=CC=C1)NC(CC1CCN(CC1)C(=O)OCC1=CC=CC=C1)=O